6-(dimethylamino)-N-(3-(1,1,1,5,5,5-hexamethyl-3-((trimethylsilyl)oxy)Trisiloxane-3-yl)propyl)hexanamide tert-butyl-(6,7-dichloro-3-iodo-1H-indol-4-yl)carbamate C(C)(C)(C)N(C(O)=O)C1=C2C(=CNC2=C(C(=C1)Cl)Cl)I.CN(CCCCCC(=O)NCCC[Si](O[Si](C)(C)C)(O[Si](C)(C)C)O[Si](C)(C)C)C